C(#N)C1=CC(=CC2=C1SC(=C2)C=2SC(=C(N2)C)C(=O)O)C(C)O 2-(7-cyano-5-(1-hydroxyethyl)benzo[b]thiophen-2-yl)-4-methylthiazole-5-carboxylic acid